C(=C)C1=CC2=C(N(C(N2C)=O)C2C(NC(CC2)=O)=O)C=C1 3-(5-ethenyl-3-methyl-2-oxo-2,3-dihydro-1H-benzimidazol-1-yl)piperidine-2,6-dione